FC=1C(=C(C#N)C=CC1)N1CCC(CC1)N1C(N(C=2C(C1)=CN(N2)C)CC2=C(C=CC=C2)C(F)(F)F)=O 3-fluoro-2-{4-[2-methyl-6-oxo-7-(2-trifluoromethyl-benzyl)-2,4,6,7-tetrahydro-pyrazolo[3,4-d]pyrimidin-5-yl]-piperidin-1-yl}-benzonitrile